(S)-N-{(S)-1-[2-(Benzo[d]isoxazol-3-yl)phenyl]-2-[5-fluoro-6-(methylsulfonyl)pyridine-2-yl]ethyl}-2-methylpropane-2-sulfinamide O1N=C(C2=C1C=CC=C2)C2=C(C=CC=C2)[C@H](CC2=NC(=C(C=C2)F)S(=O)(=O)C)N[S@@](=O)C(C)(C)C